trans-2,5-dibromo-3-[2-(1-tert-butoxycarbonyl-4-methyl-pyrrolidin-3-yl)-2-oxo-ethyl]-3H-imidazole-4-carboxylic acid methyl ester COC(=O)C=1N(C(=NC1Br)Br)CC(=O)[C@@H]1CN(C[C@H]1C)C(=O)OC(C)(C)C